4-(3-((benzyloxy)methyl)azetidin-1-yl)-2-(hydroxymethyl)benzoic acid C(C1=CC=CC=C1)OCC1CN(C1)C1=CC(=C(C(=O)O)C=C1)CO